FC1=C(C=CC=C1)NC(C(=O)N1[C@@H]([C@@H]2[C@H](C1)CCC2)C(=O)N[C@@H](C[C@H]2C(NCCC2)=O)C(CO)=O)=O (1S,3aR,6aS)-2-(2-((2-fluorophenyl)amino)-2-oxoacetyl)-N-((S)-4-hydroxy-3-oxo-1-((S)-2-oxopiperidin-3-yl)butan-2-yl)octahydrocyclopenta[c]pyrrole-1-carboxamide